C(C)OC1=C(C=CC=C1)C1=NN2C(=NC=3C=CC=CC3C2=N1)N[C@H]1C(NCCNC1)=O (6R)-6-{[2-(2-ethoxyphenyl)[1,2,4]triazolo[1,5-c]quinazolin-5-yl]amino}-1,4-diazepan-5-one